N4-(5-amino-2-fluorophenyl)-5-(2-cyclopropylethynyl)-N2-(1-methyl-1H-pyrazol-4-yl)pyrimidine-2,4-diamine NC=1C=CC(=C(C1)NC1=NC(=NC=C1C#CC1CC1)NC=1C=NN(C1)C)F